F.F.CN(CCN(C)C)C tetramethyl-ethylenediamine di-hydrofluoric acid salt